3-[3-Benzylamino-1-(1H-pyrrolo[2,3-b]pyridin-4-yl)-1H-pyrazol-4-yl]-benzonitrile C(C1=CC=CC=C1)NC1=NN(C=C1C=1C=C(C#N)C=CC1)C1=C2C(=NC=C1)NC=C2